CC1=C(C=C(C=C1)NC(C1=CC=CC=C1)=O)I N-(4-methyl-3-iodophenyl)benzamide